tert-Butyl 4-((3-methyl-4-((2-methyl-[1,2,4]triazolo[1,5-a]pyridin-7-yl)oxy)phenyl)amino)-7,8-dihydropyrido[4,3-d]pyrimidine-6(5H)-carboxylate CC=1C=C(C=CC1OC1=CC=2N(C=C1)N=C(N2)C)NC=2C1=C(N=CN2)CCN(C1)C(=O)OC(C)(C)C